[Br-].C[N+](CCC[Si](OC)(OC)OC)(CCCCCCCCCCCCCC)C dimethyltetradecyl-[3-(trimethoxysilyl)propyl]ammonium bromide